FC=1C=2N(C=C(C1)NC(=O)C1=NC=C(N=C1)N1C[C@@H](CC1)NC)N=C(N2)C (R)-N-(8-fluoro-2-methyl-[1,2,4]triazolo[1,5-a]pyridin-6-yl)-5-(3-(methylamino)pyrrolidin-1-yl)pyrazine-2-carboxamide